3,7-di(1H-indazol-4-yl)-10-(2-((1R,4R)-5-methyl-2,5-diazabicyclo[2.2.1]heptan-2-yl)ethyl)-10H-phenoxazine N1N=CC2=C(C=CC=C12)C=1C=CC=2N(C3=CC=C(C=C3OC2C1)C1=C2C=NNC2=CC=C1)CCN1[C@H]2CN([C@@H](C1)C2)C